C(C)(C)(C)OC(NC(C1=CC=C(C=C1)SCC)([2H])[2H])=O N-[dideuterio-(4-ethylthiophenyl)methyl]carbamic acid tert-butyl ester